(E)-3-chloro-4-((3,5-difluoropyridin-2-yl)methoxy-d2)-2'-(3-(dimethylamino)-acryloyl)-5',6-dimethyl-2H-[1,4'-bipyridin]-2-one ClC=1C(N(C(=CC1OC([2H])([2H])C1=NC=C(C=C1F)F)C)C1=CC(=NC=C1C)C(\C=C\N(C)C)=O)=O